ClC1=NC=C(C(=C1)C(CC)NS(=O)C(C)(C)C)C N-(1-(2-chloro-5-methylpyridin-4-yl)propyl)-2-methylpropane-2-sulfinamide